4-chloro-6-cyclopropylpyrimidine-2-carboxylic acid methyl ester COC(=O)C1=NC(=CC(=N1)Cl)C1CC1